C1(CC1)C=1C=NN(C1)C1=CC=C(C=C1)C1(CCC1)C(=O)NCCC 1-(4-(4-cyclopropyl-1H-pyrazol-1-yl)phenyl)-N-propylcyclobutane-1-carboxamide